C(C)(=O)N1C(CC2(C(N(C(N2)=O)CCCCCCCCCCCC)=O)CC1(C)C)(C)C 8-acetyl-3-dodecyl-7,7,9,9-tetramethyl-1,3,8-triazaspiro[4.5]Decane-2,4-dione